ClC=1C=CC2=C(N=C(O2)N2CC3(C2)CC(C3)NC(=O)C3=CC(=NC=C3)OCC)C1 N-[2-(5-chloro-1,3-benzoxazol-2-yl)-2-azaspiro[3.3]heptan-6-yl]-2-ethoxy-pyridine-4-carboxamide